8-(7-(6-(bis(4-methoxybenzyl)amino)-4-methylpyridin-2-yl)-6-chloro-2,8-difluoroquinazolin-4-yl)-3-methyl-1-oxa-3,8-diazaspiro[4.5]decan-2-one COC1=CC=C(CN(C2=CC(=CC(=N2)C2=C(C=C3C(=NC(=NC3=C2F)F)N2CCC3(CN(C(O3)=O)C)CC2)Cl)C)CC2=CC=C(C=C2)OC)C=C1